C1(CCCCC1)P(C1=C(C(=CC=C1OC)OC)C1=C(C=C(C=C1C(C)C)C(C)C)C(C)C)C1CCCCC1 2-(dicyclohexyl-phosphino)3,6-dimethoxy-2',4',6'-triisopropyl-1,1'-biphenyl